N-((3R,4R,5R,6R)-4,5-bis(benzyloxy)-6-((benzyloxy)methyl)tetrahydro-2H-pyran-3-yl)-4-(trifluoromethyl)pyrimidin-2-amine C(C1=CC=CC=C1)O[C@@H]1[C@@H](CO[C@@H]([C@@H]1OCC1=CC=CC=C1)COCC1=CC=CC=C1)NC1=NC=CC(=N1)C(F)(F)F